FC1=C(C=CC(=C1)F)C1=C(C=C2CNC(C2=C1)=O)C1=NN(C=C1)C 6-(2,4-difluorophenyl)-5-(1-methyl-1H-pyrazol-3-yl)isoindolin-1-one